(S)-1-(2-((5-bromopyridin-3-yl)amino)-5-chloropyrimidin-4-yl)piperidin-3-ol BrC=1C=C(C=NC1)NC1=NC=C(C(=N1)N1C[C@H](CCC1)O)Cl